C1(CC1)[C@]1(C(N(C[C@H]1C)C=1C=2N(C=C(N1)C1=CC=3OCC(N(C3N=C1)C)=O)N=CC2)=O)C#N (3R,4S)-3-cyclopropyl-4-methyl-1-[6-(4-methyl-3-oxopyrido[3,2-b][1,4]oxazin-7-yl)pyrazolo[1,5-a]pyrazin-4-yl]-2-oxopyrrolidine-3-carbonitrile